4-nitrobenzotriazole [N+](=O)([O-])C1=CC=CC=2NN=NC21